ClC=1C=C(C=CC1OC([C@H](OC(F)(F)F)F)(F)F)NC(=O)NC(C1=C(C=CC=C1F)F)=O |r| (±)-1-[3-chloro-4-(1,1,2-trifluoro-2-trifluoromethoxyethoxy)phenyl]-3-(2,6-difluorobenzoyl)urea